CC(C)CC(CCC)C(C(C(C(=O)[O-])(C(CC(C)C)CCC)C(CC(C)C)CCC)(O)C(=O)[O-])C(=O)[O-] Tri(2-methyl-4-heptyl)citrat